3,4'-diaminobiphenyl-Benzophenone NC1=C(C(=CC=C1)C1=CC=CC=C1)C1=CC=CC=C1C(=O)C1=CC=C(C=C1)N